N-(5-((2-(2,2-dimethylpyrrolidin-1-yl)ethyl)carbamoyl)-2-methylpyridin-3-yl)-2-(1-methyl-6-oxo-1,6-dihydropyridin-3-yl)pyrazolo[5,1-b]thiazole-7-carboxamide CC1(N(CCC1)CCNC(=O)C=1C=C(C(=NC1)C)NC(=O)C=1C=NN2C1SC(=C2)C2=CN(C(C=C2)=O)C)C